NCCC1(C(C2=CC=C(C=C2C1)C(=O)OC)O)C(=O)OC Dimethyl 2-(2-aminoethyl)-1-hydroxy-2,3-dihydro-1H-indene-2,5-dicarboxylate